N-(2-bromo-6-ethoxybenzene-1-sulfonyl)-6-(dimethylamino)-1-benzofuran-2-carboxamide BrC1=C(C(=CC=C1)OCC)S(=O)(=O)NC(=O)C=1OC2=C(C1)C=CC(=C2)N(C)C